C(C)(=O)N1C(C(C=2C1=NC=CC2)=O)=CC2=CC(=C(C=C2)OCC(=O)N2CCOCC2)OC 1-acetyl-2-(3-methoxy-4-(2-morpholino-2-oxoethoxy)benzylidene)-1,2-Dihydro-3H-pyrrolo[2,3-b]pyridin-3-one